N(=[N+]=[N-])C1CC2(CN(C3=NC=C(C(=C32)Cl)Br)CC3=CC=C(C=C3)OC)CC1O 3-azido-5'-bromo-4'-chloro-1'-(4-methoxybenzyl)-1',2'-dihydrospiro[cyclopentane-1,3'-pyrrolo[2,3-b]pyridin]-4-ol